N-t-Butyloxycarbonyl-4-(6-chloropyridin-2-yl)piperidine-4-carboxylic acid methyl ester COC(=O)C1(CCN(CC1)C(=O)OC(C)(C)C)C1=NC(=CC=C1)Cl